C12N(CC(C1)C2)C2=NC(=NC=1N3CCOC(C3=NC21)(C)C)C=2C=C1C(=NC2)NC=C1C 1-(2-Aza-bicyclo[2.1.1]hex-2-yl)-8,8-dimethyl-3-(3-methyl-1H-pyrrolo[2,3-b]pyridin-5-yl)-5,6-dihydro-8H-7-oxa-2,4,4b,9-tetraaza-fluorene